ClC1=C(C(=O)NS(=O)(=O)C2=CC(=C(C=C2)O)OC)C=CC(=N1)N1N=C(C=C1)OCCC1(CC1)C(F)(F)F 2-Chloro-N-((4-hydroxy-3-methoxyphenyl)sulfonyl)-6-(3-(2-(1-(trifluoromethyl)cyclopropyl)ethoxy)-1H-pyrazol-1-yl)nicotinamide